tetraethylammonium bicarbonat C([O-])(O)=O.C(C)[N+](CC)(CC)CC